FC1=CC=C(C=C1)C=1C(C(=CN(C1)C(C)C)C(=O)N)=O 5-(4-fluorophenyl)-4-oxo-1-propan-2-ylpyridine-3-carboxamide